triazinoic acid N1=NN=C(C=C1)C(=O)O